6-chloro-N-(2,4-difluoro-3-(2-((4-((2-methoxyethyl)(methyl)amino)cyclohexyl)amino)quinazolin-6-yl)phenyl)-1-hydroxy-2,3-dihydro-1H-indene-4-sulfonamide ClC=1C=C(C=2CCC(C2C1)O)S(=O)(=O)NC1=C(C(=C(C=C1)F)C=1C=C2C=NC(=NC2=CC1)NC1CCC(CC1)N(C)CCOC)F